FC(C(=O)O)(F)F.CC1(C(N(CCO1)C1CCNCC1)=O)C 2,2-dimethyl-4-(piperidin-4-yl)morpholin-3-one 2,2,2-trifluoroacetate